CN1N=CC(=C1C)C1CN(CC2=CC=CC=C12)C(CCCCCC#C)=O 1-[4-(1,5-dimethylpyrazol-4-yl)-3,4-dihydro-1H-isoquinolin-2-yl]oct-7-yn-1-one